NC=1SC2=C(N1)C(=CC=C2F)C2=C(C=C1C(=NC(=NC1=C2F)OC[C@]21CCCN1C[C@@H](C2)F)N2CC(C2)CC#N)C(F)(F)F 2-(1-(7-(2-amino-7-fluorobenzo[d]thiazol-4-yl)-8-fluoro-2-(((2R,7aS)-2-fluorotetrahydro-1H-pyrrolizin-7a(5H)-yl)methoxy)-6-(trifluoromethyl)quinazolin-4-yl)azetidin-3-yl)acetonitrile